OC=1C=C(CNN)C=CC1 3-hydroxybenzylhydrazine